5H-pyrrolo[3,2-d]pyrimidine-6-carboxamide N1=CN=CC2=C1C=C(N2)C(=O)N